2-bromo-7-chloro-1,3-benzothiazole BrC=1SC2=C(N1)C=CC=C2Cl